((Z)-2-((3R,4R,5R)-3,5-bis((tert-butyldimethylsilyl)oxy)-4-(4-((tert-butyldimethylsilyl)oxy)butoxy)-2-methylenecyclohexyl)ethyl)diphenylphosphine [Si](C)(C)(C(C)(C)C)O[C@@H]1C(C(C[C@H]([C@H]1OCCCCO[Si](C)(C)C(C)(C)C)O[Si](C)(C)C(C)(C)C)CCP(C1=CC=CC=C1)C1=CC=CC=C1)=C